3-(6-(6-Oxooctahydro-2H-pyrido[1,2-a]pyrazin-2-yl)pyrimidin-4-yl)imidazo[1,2-b]pyridazine-6-carbonitrile O=C1CCCC2N1CCN(C2)C2=CC(=NC=N2)C2=CN=C1N2N=C(C=C1)C#N